N1=CC=C2N1C=CC(=C2)S(=O)(=O)N pyrazolo[1,5-a]pyridine-5-sulphonamide